cis-2-((6-bromopyridin-2-yl)methyl)-3-((methylsulfonyl)amino)piperidine-1-carboxylic acid isopropyl ester C(C)(C)OC(=O)N1[C@H]([C@H](CCC1)NS(=O)(=O)C)CC1=NC(=CC=C1)Br